Tert-butyl (2R,6S)-4-(6-(aminomethyl)-5-cyclopropylpyridin-2-yl)-2,6-dimethylpiperazine-1-carboxylate NCC1=C(C=CC(=N1)N1C[C@H](N([C@H](C1)C)C(=O)OC(C)(C)C)C)C1CC1